[Cl-].C1=CCCC=CCC1 (1,5-cyclooctadiene) chloride